C1(=C(C=CC=C1)P(C1=C(C=CC=C1)C)C1=C(C=CC=C1)C)C tri(ortho-tolyl)phosphine